N-{2-fluoro-3-[6-oxo-4-(trifluoromethyl)-1,6-dihydropyrimidin-2-yl]-4-(trifluoromethyl)benzyl}-1-[6-(Trifluoromethyl)pyridin-3-yl]piperidine-4-carboxamide FC1=C(CNC(=O)C2CCN(CC2)C=2C=NC(=CC2)C(F)(F)F)C=CC(=C1C=1NC(C=C(N1)C(F)(F)F)=O)C(F)(F)F